Beta-hydroxybutyl-coa OC(CSCCNC(CCNC([C@@H](C(COP(OP(OC[C@@H]1[C@H]([C@H]([C@@H](O1)N1C=NC=2C(N)=NC=NC12)O)OP(=O)(O)O)(=O)O)(=O)O)(C)C)O)=O)=O)CC